FC1CN(C1)CCC1=NN2C(N(C(C(CC2)NC(OC(C)(C)C)=O)=O)C)=C1 tert-butyl (2-(2-(3-fluoroazetidin-1-yl)ethyl)-4-methyl-5-oxo-5,6,7,8-tetrahydro-4H-pyrazolo[1,5-a][1,3]diazepin-6-yl)carbamate